ClC1=NC2=NC(=C(N=C2C(=N1)C1=C(C=C(C(=C1)C)F)F)C)C 2-chloro-4-(2,4-difluoro-5-methyl-phenyl)-6,7-dimethyl-pteridine